COC=1C2=C(C=CC1)S(CC1=C2N(N=C1C(=O)N1CCOC2(CC2)C1)C1=CC=C(C=C1)CN1CCOCC1)(=O)=O (9-methoxy-1-(4-(morpholinomethyl)phenyl)-5,5-dioxido-1,4-dihydrothiochromeno[4,3-c]pyrazol-3-yl)(4-oxa-7-azaspiro[2.5]octan-7-yl)methanone